C1(=CC=CC=C1)P(=O)(ONC=1C=C(C(C(=O)O)=CC1)C(=O)O)C1=CC=CC=C1 4-((diphenylphosphinyloxy)amino)phthalic acid